[C@H]1(CC=CCC1)C(=O)O (1S)-3-cyclohexene-1-formic acid